ClC=1C=C(C(=C(C1)O)C=1N=NC(=CC1)CN([C@H]1COCC1)C)C (R)-5-Chloro-3-methyl-2-(6-((methyl(tetrahydrofuran-3-yl)amino)methyl)pyridazin-3-yl)phenol